ClC=1C=C(C=CC1)N1N=CC=2C1=NC(=NC2NC(=O)C=2SC(=CC2)[N+](=O)[O-])N2[C@@H](CCC2)C(=O)OC methyl (1-(3-chlorophenyl)-4-(5-nitrothiophene-2-carboxamido)-1H-pyrazolo[3,4-d]pyrimidin-6-yl)-L-prolinate